CC(CN1N=CC=2C=NC(=CC21)C2=NN(C=C2[N+](=O)[O-])C2OCCCC2)(C)O 2-Methyl-1-(6-(4-nitro-1-(tetrahydro-2H-pyran-2-yl)-1H-pyrazol-3-yl)-1H-pyrazolo[4,3-c]pyridin-1-yl)propan-2-ol